pinoleyl ether C12(C(CCC(C1(C)C)C2)C)CCCCCCCC\C=C/CCCCCCCCOCCCCCCCC\C=C/CCCCCCCCC21C(CCC(C2(C)C)C1)C